8-(2,2-difluoro-6-azaspiro[3.4]oct-6-yl)-2-(methylsulfonyl)pyrido[3,4-d]pyrimidine FC1(CC2(C1)CN(CC2)C2=NC=CC1=C2N=C(N=C1)S(=O)(=O)C)F